1-(4-chloro-2-fluoro-phenyl)-4-(4,4,5,5-tetramethyl-1,3,2-dioxaborolan-2-yl)pyrrolo[2,3-c]pyridine ClC1=CC(=C(C=C1)N1C=CC=2C1=CN=CC2B2OC(C(O2)(C)C)(C)C)F